6-bromo-2,4-quinazolinedione BrC=1C=C2C(NC(NC2=CC1)=O)=O